ClC=1C=C2C(=NC1)C(=CO2)C=2C=NN(C2C)C 6-chloro-3-(1,5-dimethyl-1H-pyrazol-4-yl)furo[3,2-b]pyridine